N-benzyl-3-(2-pivalamido-1H-benzo[d]imidazol-6-yl)benzamide C(C1=CC=CC=C1)NC(C1=CC(=CC=C1)C=1C=CC2=C(NC(=N2)NC(C(C)(C)C)=O)C1)=O